NCCN(CCOCCN1CCC(CC1)NC(OC(C)(C)C)=O)C tert-butyl (1-(2-(2-((2-aminoethyl)(methyl)amino)ethoxy)ethyl)piperidin-4-yl)carbamate